4-fluoro-1-(phenylsulfonyl)-1H-indole-2-carbaldehyde FC1=C2C=C(N(C2=CC=C1)S(=O)(=O)C1=CC=CC=C1)C=O